3,6-bis(4-amino-6-trifluoromethyl-2-pyridyloxy)benzonorbornenediamine NC1=CC(=NC(=C1)C(F)(F)F)OC1C2(C3=C(C1(CC2)N)C=C(C=C3)OC3=NC(=CC(=C3)N)C(F)(F)F)N